(10-(3-methyl-5-oxo-1-phenyl-4,5-dihydro-1H-pyrazol-4-yl)decyl)triphenyl-phosphonium bromide [Br-].CC1=NN(C(C1CCCCCCCCCC[P+](C1=CC=CC=C1)(C1=CC=CC=C1)C1=CC=CC=C1)=O)C1=CC=CC=C1